(S)-6-(3-methyl-1H-pyrrolo[2,3-B]pyridin-5-yl)-8-(pyrrolidin-2-yl)-3,4-dihydroisoquinoline-2(1H)-carboxylic acid cyclopropyl ester C1(CC1)OC(=O)N1CC2=C(C=C(C=C2CC1)C=1C=C2C(=NC1)NC=C2C)[C@H]2NCCC2